COC(=O)C1(CN(CCC1)C(=O)OCC1=CC=CC=C1)C1OC(COC1)CI 3-(6-(iodomethyl)-1,4-dioxan-2-yl)piperidine-1,3-dicarboxylic acid 1-benzyl ester 3-methyl ester